tert-butyl 3-(4'-fluoro-3-(1-methyl-1H-pyrazol-3-yl)-[1,1'-biphenyl]-4-yl)pyrrolidine-1-carboxylate FC1=CC=C(C=C1)C1=CC(=C(C=C1)C1CN(CC1)C(=O)OC(C)(C)C)C1=NN(C=C1)C